C1(=CC=CC=C1)[Se]C1=CC=C(C=C1)C 1-(phenylseleno)-4-methylbenzene